(S)-4-amino-N-(6-bromo-2,3-dihydrobenzofuran-3-yl)-7-chloro-N-methylimidazo[1,5-a]-quinoxaline-8-carboxamide NC=1C=2N(C3=CC(=C(C=C3N1)Cl)C(=O)N(C)[C@@H]1COC3=C1C=CC(=C3)Br)C=NC2